2-[1-[(4-tert-butylphenyl)methyl]-5-oxopyrrolidin-2-yl]-N-(2-pyrrolidin-1-ylethyl)acetamide C(C)(C)(C)C1=CC=C(C=C1)CN1C(CCC1=O)CC(=O)NCCN1CCCC1